O1[C@@H](CC1)CN1C=NC=C1 3-(((S)-oxetan-2-yl)methyl)-3H-imidazole